C1(=CC=CC=C1)N(C1=CC=CC=C1)C=1C(=C(C=CC1)C1=CC=CC=C1)C=1C(=C(C(=C(C1)C1=CC=CC=C1)N)N)C1=C(C=CC=C1N(C1=CC=CC=C1)C1=CC=CC=C1)C1=CC=CC=C1 bis(diphenylaminobiphenylyl)biphenyldiamine